{[4-(trifluoromethyl)phenyl]methyl}piperidine-2-carboxamide FC(C1=CC=C(C=C1)CN1C(CCCC1)C(=O)N)(F)F